FC=1C=C(C=CC1F)C1=NC(=C2C(=N1)N(N=C2)C2=CC=C(C=C2)F)NC(=O)C=2SC(=CC2)[N+](=O)[O-] N-(6-(3,4-difluorophenyl)-1-(4-fluorophenyl)-1H-pyrazolo[3,4-d]pyrimidin-4-yl)-5-nitrothiophene-2-carboxamide